NCC=1C=CC(=C(C(=O)NC(C)C2=CC(=NC3=CC=CC=C23)N2C(=NN=C2)C(=O)N)C1)C 4-(4-(1-(5-(aminomethyl)-2-methylbenzamido)ethyl)quinolin-2-yl)-4H-1,2,4-triazole-3-carboxamide